N=1N(N=CC1)C1CC(C1)C1=NN(C(=C1)N)C1CC1 3-(3-(2H-1,2,3-triazol-2-yl)cyclobutyl)-1-cyclopropyl-1H-pyrazol-5-amine